C12CN(CC2C1)C1=NC=NC2=C1SC=1N=NC(=C(C12)C)C 8-(3-azabicyclo[3.1.0]hexane-3-yl)-3,4-dimethylpyrimido[4',5':4,5]thieno[2,3-c]pyridazine